1-(5-tert-butyl-2H-pyrazol-3-yl)-3-{4-[5-(2-prop-2-ynyl-ethoxy)-benzoimidazol-1-yl]-phenyl}-urea C(C)(C)(C)C=1C=C(NN1)NC(=O)NC1=CC=C(C=C1)N1C=NC2=C1C=CC(=C2)OCCCC#C